4,7-diazadodecylisobutyrate C(CCNCCNCCCCC)OC(C(C)C)=O